ONC(=O)C1=CC2=C(S(CCN2CC2=CC=C(C=C2)S(=O)(=O)C)(=O)=O)C=C1 N-hydroxy-4-(4-(methylsulfonyl)benzyl)-3,4-dihydro-2H-benzo[b][1,4]thiazine-6-carboxamide-1,1-dioxide